N-[(1S)-1-(2-pyridyl)ethyl]-5-[4-(trifluoromethyl)phenyl]naphthalene-2-carboxamide N1=C(C=CC=C1)[C@H](C)NC(=O)C1=CC2=CC=CC(=C2C=C1)C1=CC=C(C=C1)C(F)(F)F